C1(CCC1)N1N=CC(=C1)C=1C(=C(C=CC1)NC1=CC(=NC=C1C(=O)N)NC(=O)C1CC1)OC 4-((3-(1-cyclobutyl-1H-pyrazol-4-yl)-2-methoxyphenyl)amino)-6-(cyclopropanecarboxamido)nicotinamide